2-chloro-N-(5-chloro-6-(2H-1,2,3-triazol-2-yl)pyridin-3-yl)-4-(3-chloropyridin-4-yl)-5-(trifluoromethyl)benzamide ClC1=C(C(=O)NC=2C=NC(=C(C2)Cl)N2N=CC=N2)C=C(C(=C1)C1=C(C=NC=C1)Cl)C(F)(F)F